5-chloro-N-[4-(2-isopropylphenyl)-6-methylsulfanyl-pyrimidin-2-yl]-1-methyl-pyrazole-4-sulfonamide ClC1=C(C=NN1C)S(=O)(=O)NC1=NC(=CC(=N1)C1=C(C=CC=C1)C(C)C)SC